C(C)(C)(C)OC(=O)N1C[C@H]([C@H](CC1)CN1CCN(CC1)C=1C=CC=C2C(=NN(C12)C)C=1C(=NC(=CC1)OCC1=CC=CC=C1)OCC1=CC=CC=C1)C tert-butyl-(3S,4S)-4-[[4-[3-(2,6-dibenzyloxy-3-pyridyl)-1-methyl-indazol-7-yl]piperazin-1-yl]methyl]-3-methyl-piperidine-1-carboxylate